C(C)(=O)OC=1C=C2NC=C(C[C@@H](N)C=O)C2=CC1 Deoxy-D-6-Acetoxytryptophan